(R)-1-(3,5-difluorophenyl)-3-(6-(methylsulfonyl)isoquinolin-4-yl)-2-oxoimidazolidine-4-carbonitrile FC=1C=C(C=C(C1)F)N1C(N([C@H](C1)C#N)C1=CN=CC2=CC=C(C=C12)S(=O)(=O)C)=O